1,2,3,4-tetrahydroisoquinolin-5-amine C1NCCC=2C(=CC=CC12)N